FC(CN1N=CC(=C1)NC1=C2C(=NC=C1C(=O)NCCOC)SC(=C2)C2=CN=CS2)F 4-((1-(2,2-difluoroethyl)-1H-pyrazol-4-yl)amino)-N-(2-methoxyethyl)-2-(thiazol-5-yl)thieno[2,3-b]pyridine-5-carboxamide